(+-)-(4Z)-4-(1,3-benzothiazol-6-ylmethylene)-2-[[cis-3-hydroxycycloheptyl]amino]-1H-imidazol-5-one S1C=NC2=C1C=C(C=C2)\C=C\2/N=C(NC2=O)N[C@@H]2C[C@@H](CCCC2)O |r|